(6aR)-8-acryloyl-4-fluoro-3-(2-fluoro-6-hydroxyphenyl)-1-((S)-4-hydroxy-2,2-dimethylpyrrolidin-1-yl)-6,6a,7,8,9,10-hexahydro-12H-pyrazino[2,1-c]Pyrido[3,4-f][1,4]Oxazepin-12-one C(C=C)(=O)N1C[C@@H]2COC3=C(C(N2CC1)=O)C(=NC(=C3F)C3=C(C=CC=C3O)F)N3C(C[C@@H](C3)O)(C)C